C(CCCCCCCCCCC)(=O)OCC1CO1 lauric acid, glycidyl ester